N1(CC1)C1=C(C(=C(C=C1CCCCC)O)C1=C(C=CC(=C1)C)C(=C)C)O 3-(aziridin-1-yl)-5'-methyl-4-pentyl-2'-(prop-1-en-2-yl)-[1,1'-biphenyl]-2,6-diol